CN1N=CC=C1B(O)O (1-methyl-1H-pyrazole-5-yl)boronic acid